C(CCNC(CO)(CO)CO)NC(CO)(CO)CO 2,2'-(propane-1,3-diyldiimino)bis[2-(hydroxymethyl)propane-1,3-diol]